C(C)(C)(C)OC(=O)N[C@H](C=1N=C2N(N=CC(=C2)C[C@@H]2C(N(CC(C2)C(F)(F)F)C(=O)OC(C)(C)C)=O)C1)C1CCC(CC1)(F)F |o1:18| tert-Butyl (3R*)-3-((2-((S)-((tert-butoxycarbonyl)amino)(4,4-difluorocyclohexyl)methyl)imidazo[1,2-b]pyridazin-7-yl)methyl)-2-oxo-5-(trifluoromethyl)piperidine-1-carboxylate